The molecule is a Good's buffer substance, pKa = 8.15 at 20 ℃. It derives from a member of tris and a glycine. It is a tautomer of a N-tris(hydroxymethyl)methylammonioacetate. C(C(=O)O)NC(CO)(CO)CO